CC1=C(C(=CC=C1)C)NC(CN1CC(CCC1)C(=O)NCC)=O 1-(2-((2,6-dimethylphenyl)amino)-2-oxoethyl)-N-ethylpiperidine-3-carboxamide